2-bromoresveratrol BrC1=C(C=C(C=C1O)O)C=CC1=CC=C(O)C=C1